trans-N-(4-((4-(1,2,3,4-tetrahydroisoquinolin-7-yl)phenyl)sulfonyl)cyclohexyl)-5-(trifluoromethyl)pyridin-2-amine C1NCCC2=CC=C(C=C12)C1=CC=C(C=C1)S(=O)(=O)[C@@H]1CC[C@H](CC1)NC1=NC=C(C=C1)C(F)(F)F